FC(CC=1C2=C(SC1)C(=CC=C2)N[C@@H]2[C@H](CN(CC2)C)F)F 3-(2,2-difluoroethyl)-7-(((3S,4S)-3-fluoro-1-methylpiperidin-4-yl)amino)benzo[b]thiophen